(3S,4R)-4-((7-(5-(sec-butyl)pyridin-2-yl)-5-fluoropyrrolo[2,1-f][1,2,4]triazin-2-yl)amino)tetrahydro-2H-pyran-3-ol C(C)(CC)C=1C=CC(=NC1)C1=CC(=C2C=NC(=NN21)N[C@H]2[C@@H](COCC2)O)F